C(CCC(CCC(CCC(CCC(CCCN)N)N)N)N)N hexadecane-1,4,7,10,13,16-hexaamine